7-(8-ethynyl-7-fluoro-3-hydroxynaphthalen-1-yl)-2-(((S)-1-methylpyrrolidin-2-yl)methoxy-d2)Pyrimido[4,5-d]Pyridazin-8(7H)-one C(#C)C=1C(=CC=C2C=C(C=C(C12)N1N=CC2=C(C1=O)N=C(N=C2)OC([2H])([2H])[C@H]2N(CCC2)C)O)F